2-{[(1S)-1-(3-fluoropyridin-2-yl)ethyl]amino}-1,3-thiazole-5-carboxylic acid FC=1C(=NC=CC1)[C@H](C)NC=1SC(=CN1)C(=O)O